C(C=C)(=O)N1CC(CC1)N1N=C(C(=C1NC)C(=O)N)Br 1-acryloylpyrrolidin-3-yl-3-bromo-5-(methylamino)-1H-pyrazole-4-carboxamide